C(CCC)NC[Si](OCC)(OCC)C (N-butyl-1-aminomethyl)(methyl)(diethoxy)silane